OP(O)OP(O)O.C(C)(C)(C)C1=C(C(=CC(=C1)C(C)(C)C)C(C)(C)C)C(O)(C(CO)(CO)CO)C1=C(C=C(C=C1C(C)(C)C)C(C)(C)C)C(C)(C)C di(2,4,6-tri-tert-butylphenyl)pentaerythritol diphosphite